octanedioamide C(CCCCCCC(=O)N)(=O)N